O=C1NC(CCC1N1C(C2=CC=CC(=C2C1=O)OCC1=CC=C(C=C1)CN1CCC(CC1)C1=CC=CC=C1)=O)=O 2-(2,6-dioxopiperidin-3-yl)-4-((4-((4-phenylpiperidin-1-yl)methyl)benzyl)oxy)isoindoline-1,3-dione